C(C)(C)(C)OC(N[C@@H]1[C@@H](OCC12CCN(CC2)C2=NC(=C(C(=N2)C#N)Br)C)C)=O N-[(3S,4S)-8-(5-bromo-4-cyano-6-methylpyrimidin-2-yl)-3-methyl-2-oxa-8-azaspiro[4.5]decan-4-yl]carbamic acid tert-butyl ester